FC1=C(C=CC(=C1)S(=O)(=O)C)C1=NN2C(N=CC=C2)=C1C(=O)O 2-(2-Fluoro-4-methylsulfonyl-phenyl)pyrazolo[1,5-a]pyrimidine-3-carboxylic acid